[N+](=O)(O)[O-].OC(C)C=1N(C(=NC1)C)C 1-hydroxyethyl-2,3-dimethylimidazole nitrate